FC1=C2CN(C(C2=CC=C1N1CCN(CC1)CCCCCOC1=CC=C(C=C1)\C(=C(\CC)/C1=CC=CC=C1)\C1=CC=C(C=C1)O)=O)C1C(NC(CC1)=O)=O (Z)-3-(4-fluoro-5-(4-(5-(4-(1-(4-hydroxyphenyl)-2-phenylbut-1-en-1-yl)phenoxy)pentyl)piperazin-1-yl)-1-oxoisoindolin-2-yl)piperidine-2,6-dione